cumyl peroxyneodecanoate (cumyl peroxydecanoate) C(C)(C)(C1=CC=CC=C1)C(C(=O)OO)CCCCCCCC.C(CCCCCC(C)(C)C)(=O)OOC(C)(C)C1=CC=CC=C1